C(C#CC)(=O)N[C@@H]1C[C@H](CCC1)C1=C2C(=C(NC2=C(C=C1F)C(=O)N)C)Cl (cis)-4-((trans)-3-(but-2-ynamido)cyclohexyl)-3-chloro-5-fluoro-2-methyl-1H-indole-7-carboxamide